C(C)(C)(C)SSCC(C(=O)NC1CCN(CC1)P(=O)(Cl)Cl)NC(OCC(C)C)=O ISOBUTYL 3-(TERT-BUTYLDISULFANYL)-1-(1-(DICHLOROPHOSPHORYL)PIPERIDIN-4-YLAMINO)-1-OXOPROPAN-2-YLCARBAMATE